3-(5-(4-((3-hydroxy-4-isobutylpyrrolidin-1-yl)methyl)-1H-pyrrolo[2,3-b]pyridin-6-yl)-1-oxoisoindolin-2-yl)piperidine-2,6-dione OC1CN(CC1CC(C)C)CC1=C2C(=NC(=C1)C=1C=C3CN(C(C3=CC1)=O)C1C(NC(CC1)=O)=O)NC=C2